3-Amino-4-(7-fluoro-1H-indazol-4-yl)-7-methyl-1H-1,5-naphthyridin-2-one NC=1C(NC2=CC(=CN=C2C1C1=C2C=NNC2=C(C=C1)F)C)=O